tert-Butyl 5-(N-(tert-butoxycarbonyl)-N-cyclopropylsulfamoyl)-1-cyanoisoindoline-2-carboxylate C(C)(C)(C)OC(=O)N(S(=O)(=O)C=1C=C2CN(C(C2=CC1)C#N)C(=O)OC(C)(C)C)C1CC1